S1CC(=C(C1)C(=O)O)C(=O)NN 2,5-dihydrothiophene-3,4-dicarboxylic acid hydrazide